C(OCCl)(OCC=1OC(OC1C)=O)=O carbonic acid, chloromethyl (5-methyl-2-oxo-1,3-dioxol-4-yl)methyl ester